(R)-3-(tert-butyl)-N-(1-(2-chloro-4-(2-(cyclopropanecarboxamido)pyridin-4-yl)-5-fluorophenyl)ethyl)-1,2,4-oxadiazole-5-carboxamide C(C)(C)(C)C1=NOC(=N1)C(=O)N[C@H](C)C1=C(C=C(C(=C1)F)C1=CC(=NC=C1)NC(=O)C1CC1)Cl